tert-butyl 4-(4-chloro-2,5-difluorophenyl)piperazine-1-carboxylate ClC1=CC(=C(C=C1F)N1CCN(CC1)C(=O)OC(C)(C)C)F